IC1=C(C=CC(=C1)C(F)(F)F)N(C1=NC(=CC(=N1)C)C)C1=CC=CC=C1 N-(2-iodo-4-(trifluoromethyl)phenyl)-4,6-dimethyl-N-phenylpyrimidin-2-amine